tert-butyl-2-{[4-(4-methoxypiperidin-1-yl)phenyl]amino}-5H,6H,7H,8H-pyrido[3,4-d]pyrimidine-7-carboxylate C(C)(C)(C)OC(=O)N1CC=2N=C(N=CC2CC1)NC1=CC=C(C=C1)N1CCC(CC1)OC